(S)-4-(4-((1-cyclopropyl-3-(tetrahydro-2H-pyran-4-yl)-1H-pyrazol-4-yl)oxy)-1-tosyl-1H-pyrrolo[2,3-b]pyridin-2-yl)but-3-yn-2-ol C1(CC1)N1N=C(C(=C1)OC1=C2C(=NC=C1)N(C(=C2)C#C[C@H](C)O)S(=O)(=O)C2=CC=C(C)C=C2)C2CCOCC2